CN([C@@H]1CN(CC1)C1=C(C=C(C(=C1)OC)NC1=NC=NC(=C1)N1OCC[C@@H]1C=1C=NC(=CC1)C)NC(C=C)=O)C N-(2-((S)-3-(dimethylamino)pyrrolidine-1-yl)-4-methoxy-5-((6-((R)-3-(6-methylpyridine-3-yl)isoxazolidine-2-yl)pyrimidine-4-yl)amino)phenyl)acrylamide